COC1=CC=C(C=C1)NC1=NC=C2C(=N1)N(N=C2NC2=C(C=C(C=C2F)F)F)C2CCOCC2 N6-(4-methoxyphenyl)-1-tetrahydropyran-4-yl-N3-(2,4,6-trifluorophenyl)pyrazolo[3,4-d]pyrimidine-3,6-diamine